ethyl 6-((7-hydroxy-5-((methoxycarbonyl)amino)-1H-pyrazolo[4,3-d]pyrimidin-1-yl)methyl)-5-methoxynicotinate OC=1C2=C(N=C(N1)NC(=O)OC)C=NN2CC2=NC=C(C(=O)OCC)C=C2OC